iron-magnesium-zirconium [Zr].[Mg].[Fe]